2,6-dimethylbenzoyl-phosphine CC1=C(C(=O)P)C(=CC=C1)C